1,2,4-tris(imidazol-1-ylmethyl)benzene N1(C=NC=C1)CC1=C(C=C(C=C1)CN1C=NC=C1)CN1C=NC=C1